FC(C)(F)C1=NN(C(=C1C)C(=O)NC1=CC(=NC=C1)S(=O)(=N)C)CC1CC(C1)C(F)(F)F 3-(1,1-difluoroethyl)-4-methyl-N-(2-(S-methylsulfonimidoyl)pyridin-4-yl)-1-((3-(trifluoromethyl)cyclobutyl)methyl)-1H-pyrazole-5-carboxamide